2-Methyl-5-((1-methylazetidin-2-yl)methoxy)-N-(1-(3-phenoxynaphthalen-1-yl)cyclopropyl)benzamide CC1=C(C(=O)NC2(CC2)C2=CC(=CC3=CC=CC=C23)OC2=CC=CC=C2)C=C(C=C1)OCC1N(CC1)C